COC1(C(C=CC=C1)C=CC1=CC=CC=C1)O 1-methoxy-2-styrylphenol